NCCNC1=C2C(N(C(C2=CC=C1)=O)C1C(NC(CC1)=O)=O)=O 4-((2-aminoethyl)amino)-2-(2,6-dioxopiperidin-3-yl)isoindole-1,3-dione